C(C)(C)(C)C1=NOC(C1=CC=1SC(=CC1)N(C)C)=O 3-(tert-butyl)-4-((5-(dimethylamino)thiophen-2-yl)methylene)isoxazol-5(4H)-one